ClC1=NN=C(C=2C3C=CC(C12)CC3)N[C@H]3CN(CCC3)C(=O)OC(C)(C)C tert-butyl (3R)-3-((4-chloro-5,8-dihydro-5,8-ethanophthalazin-1-yl)amino)piperidine-1-carboxylate